(R)-(+)-1,1-bi-2-naphthol C1=CC=C2C(=C1)C=CC(=C2C3=C(C=CC4=CC=CC=C43)O)O